6'-amino-N-(2-morpholinooxazolo[5,4-b]pyridin-5-yl)-[2,3'-bipyridine]-6-carboxamide NC1=CC=C(C=N1)C1=NC(=CC=C1)C(=O)NC1=CC=C2C(=N1)OC(=N2)N2CCOCC2